ethyl-[(3-{2-chloro-4-fluoro-5-[3-methyl-2,6-dioxo-4-(trifluoromethyl)-3,6-dihydropyrimidin-1(2H)-yl]phenoxy}pyridine-2-yl)oxy]acetat C(C)OC(COC1=NC=CC=C1OC1=C(C=C(C(=C1)N1C(N(C(=CC1=O)C(F)(F)F)C)=O)F)Cl)=O